CN(C1(CCC2(CN(C(N2)=O)C=2C=NC(=NC2)C2=C(C#N)C=CC=C2)CC1)C1=CC=CC=C1)C cis-2-[5-(8-dimethylamino-2-oxo-8-phenyl-1,3-diazaspiro[4.5]decan-3-yl)-pyrimidin-2-yl]-benzonitrile